N1,N1,N2-trimethyl-N2-(5-(pyridin-2-yl)pyrimidin-2-yl)ethane-1,2-diamine CN(CCN(C1=NC=C(C=N1)C1=NC=CC=C1)C)C